pyrrolidine-1,2-dicarboxylic acid 1-(tert-butyl) 2-ethyl ester CCOC(=O)C1N(CCC1)C(=O)OC(C)(C)C